C(C)(C)N1N=C(C2=NC(=CC(=C21)NCC=2C=NN(C2)C)C=2C(=NC=CC2)OC)C 1-isopropyl-5-(2-methoxy-3-pyridyl)-3-methyl-N-[(1-methylpyrazol-4-yl)methyl]pyrazolo[4,3-b]pyridin-7-amine